2-butanephosphonate CC(CC)P([O-])(=O)[O-]